FC(CN1N=CC=2C1=NC(=CN2)N2CC1(CCC2)CCN(CC1)C1=NC=CC(=C1)C(F)(F)F)F 2-[1-(2,2-difluoroethyl)-1H-pyrazolo[3,4-b]pyrazin-6-yl]-9-[4-(trifluoromethyl)pyridin-2-yl]-2,9-diazaspiro[5.5]undecane